3,5-Di-tert-butyl-4-hydroxybenzylphosphonate C(C)(C)(C)C=1C=C(CP([O-])([O-])=O)C=C(C1O)C(C)(C)C